sulfimide triethylamine salt C(C)N(CC)CC.[SH2]=N